(R)-N-((3S,4R)-3-hydroxychroman-4-yl)-4-(2-imino-4,4-dimethyl-6-oxotetrahydropyrimidin-1(2H)-yl)-2,2-dimethylchromane-6-carboxamide O[C@@H]1COC2=CC=CC=C2[C@H]1NC(=O)C=1C=C2[C@@H](CC(OC2=CC1)(C)C)N1C(NC(CC1=O)(C)C)=N